(Z,Z,Z)-heptadecatrienal C(\C=C/C=C\C=C/CCCCCCCCCC)=O